3-methoxy-2-hydroxyterephthalyl alcohol COC=1C(=C(CO)C=CC1CO)O